ClC1=CC=C(C=C1)NC1=CC(=NC(=N1)N1CCOCC1)C(C)(C)NC(=O)C1=NOC(=C1)C N-(2-(6-((4-chlorophenyl)amino)-2-morpholinopyrimidin-4-yl)propan-2-yl)-5-methylisoxazole-3-carboxamide